tert-butyl (R,Z)-5-((tert-butylsulfinyl)imino)-5,7-dihydrospiro[cyclopenta[b]pyridine-6,4'-piperidine]-1'-carboxylate C(C)(C)(C)[S@@](=O)\N=C\1/C=2C(=NC=CC2)CC12CCN(CC2)C(=O)OC(C)(C)C